(3-(benzyloxy)propyl)triphenyl-phosphonium bromide [Br-].C(C1=CC=CC=C1)OCCC[P+](C1=CC=CC=C1)(C1=CC=CC=C1)C1=CC=CC=C1